ClC1=C(C=CC=C1F)CC(=O)NC1=CC(=NC=C1)N(C(C)=O)C1=CC(=CC(=C1)C)C#N N-{4-[2-(2-chloro-3-fluorophenyl)acetylamino]pyridin-2-yl}-N-(3-cyano-5-methylphenyl)acetamide